FC1=C(C=CC=C1C)SC=1N=CC(=NC1)N1CCC2([C@@H](C=3N(N=CC3)C2)N)CC1 (S)-1-(5-((2-fluoro-3-methylphenyl)thio)pyrazin-2-yl)-4'H,6'H-spiro[piperidine-4,5'-pyrrolo[1,2-b]pyrazol]-4'-amine